7-formyl-N-(5-(trifluoromethyl)pyridin-2-yl)-3,4-dihydro-1,8-naphthyridine-1(2H)-carboxamide C(=O)C1=CC=C2CCCN(C2=N1)C(=O)NC1=NC=C(C=C1)C(F)(F)F